BrC(C)C=1C=C(C=C2C(C=C(OC12)N1CC2=CC=CC=C2C1)=O)Cl 8-(1-bromoethyl)-6-chloro-2-isoindolin-2-yl-chromen-4-one